(S,S)-2-(3,4-difluorophenyl)-N-[2-(hydroxymethyl)-3-[4-(trifluoromethyl)phenyl]propyl]morpholine-4-carboxamide FC=1C=C(C=CC1F)[C@H]1CN(CCO1)C(=O)NC[C@H](CC1=CC=C(C=C1)C(F)(F)F)CO